FC1=C(C(=C(C(=C1F)CO)F)F)CO 2,3,5,6-tetrafluoro-p-xylylene alcohol